(3S,4S)-1-cyclohexyl-4-{[5-(2,4-difluoro-phenyl)-isoxazole-3-carbonyl]-amino}-piperidine-3-carboxylic acid ((1R)-1-pyridin-2-yl-ethyl)-amide N1=C(C=CC=C1)[C@@H](C)NC(=O)[C@H]1CN(CC[C@@H]1NC(=O)C1=NOC(=C1)C1=C(C=C(C=C1)F)F)C1CCCCC1